4-methoxy-pyrazolo[1,5-c]pyrimidine-3-carboxylic acid methyl ester COC(=O)C=1C=NN2C=NC=C(C21)OC